2,2,3,3,4,4,5-heptafluoro-5-(1,1,2,2,3,3,4,4,4-nonafluorobutyl)oxolane FC1(OC(C(C1(F)F)(F)F)(C(C(C(C(F)(F)F)(F)F)(F)F)(F)F)F)F